2-guanidinoethanol N(C(=N)N)CCO